1,1-bis(dimethylamino)-N-(2-methylprop-2-yl)methanimine CN(C(=NC(C)(C)C)N(C)C)C